ON1C(CC(CC1(C)C)OC)(C)C 1-oxyl-4-methoxy-2,2,6,6-tetramethylpiperidine